NC1=NC=2C=CC(=CC2C2=C1CCC2)C(=O)N([C@H](C)C2=NC=CC=N2)CC=2N=NC(=CC2)OC |o1:17| (R) or (S)-4-amino-N-((6-methoxypyridazin-3-yl)methyl)-N-(1-(pyrimidin-2-yl)ethyl)-2,3-dihydro-1H-cyclopenta[c]quinoline-8-carboxamide